O=C1NC(CCC1N1C(N(C2=C1C=CC=C2CCNC(OC(C)(C)C)=O)C)=O)=O Tert-butyl N-[2-[1-(2,6-dioxo-3-piperidyl)-3-methyl-2-oxo-benzimidazol-4-yl] ethyl]carbamate